FC1=C(C(=O)N)C(=CC(=C1)C1=NNC2=NC=C(C=C21)C=2C=CC1=C(CC[C@H](CC1)N1CCCC1)C2)C (S)-2-Fluoro-6-methyl-4-(5-(7-(pyrrolidin-1-yl)-6,7,8,9-tetrahydro-5H-benzo[7]annulen-2-yl)-1H-pyrazolo[3,4-b]pyridin-3-yl)benzamide